ClC1=CC(=CN=N1)OCC=1N=C2N(C=C(C=C2)C2CC2)C1 2-(((6-chloropyridazin-4-yl)oxy)methyl)-6-cyclopropylimidazo[1,2-a]pyridine